C(C=C)C1(CC1)C(=O)OC1=CC(C)=CC=C1C(C)C thymyl 1-allylcyclopropanecarboxylate